[Cl-].C1(=CC=CC=C1)C(=C)C beta-phenylpropene chloride